6'-Cyclopropyl-N4-ethyl-N4-{[1-(methoxymethyl)cyclopentyl]methyl}-5-nitro-5'-(trifluoromethyl)[2,3'-bipyridin]-4,6-diamine C1(CC1)C1=C(C=C(C=N1)C1=NC(=C(C(=C1)N(CC1(CCCC1)COC)CC)[N+](=O)[O-])N)C(F)(F)F